[N+](=O)([O-])C1=C(C=CC(=C1)[N+](=O)[O-])NCCOCCC(=O)O 3-(2-((2,4-dinitrophenyl)amino)ethoxy)propionic acid